1-[4-(1,5-dimethylpyrazol-4-yl)-3,4-dihydro-1H-isoquinolin-2-yl]octan-1-one CN1N=CC(=C1C)C1CN(CC2=CC=CC=C12)C(CCCCCCC)=O